C(C)(C)(C)NC(C(F)(F)C1=C(C(=C2N1CCNC2)C(=O)NC2=CC(=C(C=C2)F)C#N)C)=O 6-(2-(tert-butylamino)-1,1-difluoro-2-oxoethyl)-N-(3-cyano-4-fluorophenyl)-7-methyl-1,2,3,4-tetrahydropyrrolo[1,2-a]pyrazine-8-carboxamide